N-(3-nitropyridin-2-yl)ethane-1,2-diamine [N+](=O)([O-])C=1C(=NC=CC1)NCCN